C(C1=CC=CC=C1)OCC1=CC(=C(C=C1)[N+](=O)[O-])OC 4-((benzyloxy)methyl)-2-methoxy-1-nitrobenzene